di(tert-butyl)-[3,6-dimethoxy-2-(2,4,6-triisopropylphenyl)phenyl]phosphane tert-Butyl-3',7'-dimethyl-6',7'-dihydrospiro[piperidine-4,4'-pyrazolo[5,1-c][1,4]oxazine]-1-carboxylate C(C)(C)(C)OC(=O)N1CCC2(OCC(N3C2=C(C=N3)C)C)CC1.C(C)(C)(C)P(C1=C(C(=CC=C1OC)OC)C1=C(C=C(C=C1C(C)C)C(C)C)C(C)C)C(C)(C)C